2-(2-Methylallyl)malonic acid diethyl ester C(C)OC(C(C(=O)OCC)CC(=C)C)=O